5-hydroxyl-1,2,3,4-tetrahydronaphthalene OC1=C2CCCCC2=CC=C1